(S)-quinuclidin-3-yl (2,2-dimethyl-5-(4-methyl-3,4-dihydro-2H-benzo[b][1,4]oxazin-7-yl)-2,3-dihydro-1H-inden-1-yl)carbamate CC1(C(C2=CC=C(C=C2C1)C=1C=CC2=C(OCCN2C)C1)NC(O[C@@H]1CN2CCC1CC2)=O)C